tricyclo[4.2.2.0(2,5)]dec-9-en C12C3CCC3C(CC1)C=C2